C(#N)C1=C(C=C(C=N1)C(=O)NC=1C(=NC=CC1)S(=O)(=O)C)C1CC1 6-cyano-5-cyclopropyl-N-(2-methanesulfonylpyridin-3-yl)pyridine-3-carboxamide